O[C@H](C)C1=NC=2C(=C3C(=NC2)N(C=C3)S(=O)(=O)C3=CC=CC=C3)N1[C@@H]1CN(CC1)CC(=O)NCC(F)(F)F 2-((S)-3-(2-((R)-1-hydroxyethyl)-6-(benzenesulfonyl)imidazo[4,5-d]Pyrrolo[2,3-b]Pyridin-1(6H)-yl)pyrrolidin-1-yl)-N-(2,2,2-trisFluoroethyl)acetamide